(4-(6-(2-methoxyethoxy)pyrrolo[2,1-f][1,2,4]triazin-4-yl)-2-methylphenyl)methanamine hydrochloride Cl.COCCOC=1C=C2C(=NC=NN2C1)C1=CC(=C(C=C1)CN)C